6-(2-methyl-1-(((trans-4-(trifluoromethyl)cyclohexyl)methyl)amino)propyl)nicotinamide monoformate salt C(=O)O.CC(C(NC[C@@H]1CC[C@H](CC1)C(F)(F)F)C1=NC=C(C(=O)N)C=C1)C